6-methyl-N-(3-(4'-(trifluoromethoxy)-[1,1'-biphenyl]-4-yl)propyl)-2-((trifluoromethyl)thio)thieno[2,3-d]pyrimidin-4-amine CC1=CC2=C(N=C(N=C2NCCCC2=CC=C(C=C2)C2=CC=C(C=C2)OC(F)(F)F)SC(F)(F)F)S1